COC=1C=C(CC(N)C)C=C(C1OC)OC 3,4,5-Trimethoxyamphetamine